1-(6-(((1-(3-(2,3-dichlorophenyl)-1H-pyrazolo[3,4-b]pyrazin-6-yl)-4-methylpiperidin-4-yl)amino)methyl)pyridin-3-yl)dihydropyrimidine-2,4(1H,3H)-dione ClC1=C(C=CC=C1Cl)C1=NNC2=NC(=CN=C21)N2CCC(CC2)(C)NCC2=CC=C(C=N2)N2C(NC(CC2)=O)=O